O=C1O[C@H](CN1C1=CC=C(C=C1)N1C(COCC1)=O)CN1C(C2=CC=CC=C2C1=O)=O (S)-2-((2-oxo-3-(4-(3-oxo-4-morpholinyl)phenyl)-5-oxazolidinyl)methyl)isoindole-1,3-dione